C(C)(=O)N(N(C(=O)C1=C(C=C2N=C(C=3N(C2=C1)C=NC3)N)F)CC3=C(C=C(C=C3)C(F)(F)F)Cl)C N'-acetyl-4-amino-N-(2-chloro-4-(trifluoromethyl)benzyl)-7-fluoro-N'-methylimidazo[1,5-a]quinoxaline-8-carbohydrazide